5-fluoro-2-(4-(((3R,5R)-5-fluoro-1-methylpiperidin-3-yl)amino)-7,8-dihydro-5H-pyrano[3,4-d]pyridazin-1-yl)phenol FC=1C=CC(=C(C1)O)C1=C2C(=C(N=N1)N[C@H]1CN(C[C@@H](C1)F)C)COCC2